4-(azetidin-1-yl)-2-methyl-6,7-dihydro-5H-pyrrolo-[3,4-d]pyrimidine dihydrochloride Cl.Cl.N1(CCC1)C=1C2=C(N=C(N1)C)CNC2